5-(5-(((1S,2R,3R,5R)-2-fluoro-1-methyl-9-azabicyclo[3.3.1]nonan-3-yl)oxy)pyrazin-2-yl)-2-(1H-imidazol-1-yl)pyridin-4-ol F[C@@H]1[C@@]2(CCC[C@H](C[C@H]1OC=1N=CC(=NC1)C=1C(=CC(=NC1)N1C=NC=C1)O)N2)C